OC1=C(C(N(C=C1)C)=O)NC(N[C@@H](CC(=O)OCC)C=1C=C(C(=CC1)C)C1=C(C=CC=C1C)C)=O ethyl (S)-3-(3-(4-hydroxy-1-methyl-2-oxo-1,2-dihydropyridin-3-yl)ureido)-3-(2',6,6'-trimethylbiphenyl-3-yl)propanoate